C1(=CC=C(C=C1)C1(CNCCC1)C1=NC=CC=C1)C 2-(3-(p-tolyl)piperidin-3-yl)pyridine